N[C@@H]1CN(CCC1)C1=CC(=NC=C1C=1C=NN(C1)CC(F)(F)F)NC1=CC=C2C(=N1)N(N=C2C#N)CCC(F)(F)F (S)-6-((4-(3-Aminopiperidin-1-yl)-5-(1-(2,2,2-trifluoroethyl)-1H-pyrazol-4-yl)pyridin-2-yl)amino)-1-(3,3,3-trifluoropropyl)-1H-pyrazolo[3,4-b]pyridine-3-carbonitrile